8-(2,3-Difluorobenzyl)-2-(Furan-2-ylmethyl)-6-phenylimidazo[1,2-a]pyrazin-3-yl-acetat FC1=C(CC=2C=3N(C=C(N2)C2=CC=CC=C2)C(=C(N3)CC=3OC=CC3)CC(=O)[O-])C=CC=C1F